FC(C1=C(C=CC=C1)OB(O)O)(F)F 2-trifluoromethyl-phenyl-boric acid